N-[2,4-difluoro-3-[1-(1-[[2-(trimethylsilyl)ethoxy]methyl]imidazol-2-yl)imidazo[1,5-a]pyridin-6-yl]phenyl]-5-fluoro-2-methoxypyridine-3-sulfonamide FC1=C(C=CC(=C1C=1C=CC=2N(C1)C=NC2C=2N(C=CN2)COCC[Si](C)(C)C)F)NS(=O)(=O)C=2C(=NC=C(C2)F)OC